1-Propyl-1-Methylpyrrolidinium chlorid [Cl-].C(CC)[N+]1(CCCC1)C